indol-3-ylbutyric acid C1=CC=C2C(=C1)C(=CN2)CCCC(=O)O